((3-hydroxypropyl)azanediyl)bis(hexane-6,1-diyl) bis(6,6-bis(((Z)-hept-4-en-1-yl)oxy)hexanoate) C(CC\C=C/CC)OC(CCCCC(=O)OCCCCCCN(CCCCCCOC(CCCCC(OCCC\C=C/CC)OCCC\C=C/CC)=O)CCCO)OCCC\C=C/CC